[N+](=O)([O-])C1=CC=C(C=C1)C=1N=NN(C1)C1=CC=C(OCCN2CCOCC2)C=C1 4-(2-(4-(4-(4-nitrophenyl)-1H-1,2,3-triazol-1-yl)phenoxy)ethyl)morpholine